(6-(2-Fluoro-5-(trifluoromethoxy)benzyl)-5-oxo-6,7,8,9-tetrahydro-5H-pyrido[3,2-c]azepin-3-yl)boronic acid FC1=C(CN2C(C3=C(CCC2)N=CC(=C3)B(O)O)=O)C=C(C=C1)OC(F)(F)F